N-[2,4-dimethyl-5-(2-oxopyrrolidin-1-yl)phenyl]-1,1,1-trifluoro-methanesulfonamide CC1=C(C=C(C(=C1)C)N1C(CCC1)=O)NS(=O)(=O)C(F)(F)F